5'-chloro-N-[(3-ethyl-1,2-oxazol-5-yl)methyl]-N-methyl-7'-oxo-7',8'-dihydro-6'H-spiro[cyclohexane-1,9'-furo[2,3-f]quinazoline]-2'-carboxamide ClC=1C=C2C(=C3C4(NC(NC13)=O)CCCCC4)OC(=C2)C(=O)N(C)CC2=CC(=NO2)CC